O=C(NCCOCCOCCOCCOCCC(=O)ON1C(CCC1=O)=O)CCCC[C@@H]1SC[C@@H]2NC(N[C@@H]21)=O 2,5-dioxopyrrolidin-1-yl 17-oxo-21-((3aS,4S,6aR)-2-oxohexahydro-1H-thieno[3,4-d]imidazol-4-yl)-4,7,10,13-tetraoxa-16-azahenicosan-1-oate